5-chloro-N-[2,4-difluoro-3-[5-fluoro-1-(1-[[2-(trimethylsilyl)ethoxy]methyl]imidazol-2-yl)imidazo[1,5-a]pyridin-6-yl]phenyl]-2-methylpyridine-3-sulfonamide ClC=1C=C(C(=NC1)C)S(=O)(=O)NC1=C(C(=C(C=C1)F)C=1C=CC=2N(C1F)C=NC2C=2N(C=CN2)COCC[Si](C)(C)C)F